cyclopenta[4,5]pyrrolo[1,2-a]indole C1=CC=C2C1=CC=1N2C=2C=CC=CC2C1